(2S,5S)-3-(3-Amino-5-chlorophenethyl)-2-(1-(4-bromophenyl)-3-(4-fluorophenyl)-1H-pyrazol-4-yl)-5-methyl-oxazolidin-4-one NC=1C=C(CCN2[C@@H](O[C@H](C2=O)C)C=2C(=NN(C2)C2=CC=C(C=C2)Br)C2=CC=C(C=C2)F)C=C(C1)Cl